BrC1=CC(=CC=2C=3N(C(=NC12)N1CCC(CC1)(C)C)C=CN3)C 7-bromo-5-(4,4-dimethylpiperidin-1-yl)-9-methylimidazo[1,2-c]quinazoline